N1N=CC(=C1)C1=CC(=CS1)C(=O)N1C2CC(CC1CC2)(C2=NC=CC=N2)O (5-(1H-pyrazol-4-yl)thiophen-3-yl)(3-hydroxy-3-(pyrimidin-2-yl)-8-azabicyclo[3.2.1]octan-8-yl)methanone